FC1CN(CC1)C(=O)C=1C=C2C(=NC1)NC=C2 (3-fluoropyrrolidin-1-yl)(1H-pyrrolo[2,3-b]pyridin-5-yl)methanone